2-(4-cyano-benzylidene)malononitrile C(#N)C1=CC=C(C=C(C#N)C#N)C=C1